N-cyclopentylmethyl-valeramide C1(CCCC1)CNC(CCCC)=O